Ethyl 5-(4-fluoro-5-methoxy-2-(trifluoromethyl)phenyl)isoxazole-3-carboxylate FC1=CC(=C(C=C1OC)C1=CC(=NO1)C(=O)OCC)C(F)(F)F